[W](F)(F)(F)F tungsten tetrafluoride